C1(CCC1)N[C@]1(CN(CC1)C(=O)OC(C)(C)C)C tert-butyl (R)-3-(cyclobutylamino)-3-methylpyrrolidine-1-carboxylate